Dodecyl methyl carbonate C(OCCCCCCCCCCCC)(OC)=O